(3-(5-fluoropyrimidin-2-yl)-5-methylpyridin-2-yl)((1S,4R,6R)-6-((5-(trifluoromethyl)pyridin-2-yl)oxy)-2-azabicyclo[2.2.1]hept-2-yl)methanone FC=1C=NC(=NC1)C=1C(=NC=C(C1)C)C(=O)N1[C@@H]2[C@@H](C[C@H](C1)C2)OC2=NC=C(C=C2)C(F)(F)F